CC1=CC=C(C=C1)N1N=C(CC1=O)C 1-(p-methylphenyl)-3-methyl-5-pyrazolone